BrC1=CC=C(C=C1)SC1=C(N=NN1CC1=CC=C(C=C1)OC)C(=O)OCC ethyl 5-((4-bromophenyl)thio)-1-(4-methoxybenzyl)-1H-1,2,3-triazole-4-carboxylate